ClC1=CC2=C(S1)CCC2=O 2-chloro-4-oxo-4,5-dihydro-6H-cyclopenta[b]thiophen